tert-butyl 4-(4-((2-(2,6-dioxopiperidin-3-yl)-1,3-dioxoisoindolin-4-yl)amino)-5,6-dihydrocyclopenta[c]pyrazol-1(4H)-yl)piperidine-1-carboxylate O=C1NC(CCC1N1C(C2=CC=CC(=C2C1=O)NC1CCC=2N(N=CC21)C2CCN(CC2)C(=O)OC(C)(C)C)=O)=O